3-cyclopropyl-N-(2-methylpropyl)-7-[3-(pyridin-3-ylamino)-1,2,4-triazol-4-yl]-8,9-dihydro-7H-cyclopenta[h]isoquinoline-5-sulfonamide C1(CC1)C=1N=CC=2C3=C(C=C(C2C1)S(=O)(=O)NCC(C)C)C(CC3)N3C(=NN=C3)NC=3C=NC=CC3